2-hydroxy-N-((5-(2-((5-(trifluoromethyl)oxazolo[5,4-b]pyridin-2-yl)thio)acetyl)thiophen-2-yl)methyl)acetamide OCC(=O)NCC=1SC(=CC1)C(CSC=1OC2=NC(=CC=C2N1)C(F)(F)F)=O